[N+](=O)([O-])C1=CC=C(OP(=O)(OC2=CC=CC=C2)N[C@@H](C)C(=O)OC2C(CN(CC2)CC)(F)F)C=C1 1-Ethyl-3,3-difluoropiperidin-4-yl ((4-nitrophenoxy)(phenoxy)phosphoryl)-L-alaninate